FC(C1=C(C=NN1COCC[Si](C)(C)C)C(=O)OCC)F ethyl 5-(difluoromethyl)-1-(2-trimethylsilylethoxymethyl)pyrazole-4-carboxylate